Iminoethyl-L-ornithine N=CCN[C@@H](CCCN)C(=O)O